1-(1-methoxy-2-methylpropane-2-yl)-1H-pyrazole-4-carboxylic acid propyl ester C(CC)OC(=O)C=1C=NN(C1)C(COC)(C)C